CC1(CN(CC(N1)=O)C(=O)C=1N=C(N(C1)C1=NC=CC=C1)C1=CC=CC=C1)C 6,6-dimethyl-4-(2-phenyl-1-(pyridin-2-yl)-1H-imidazole-4-carbonyl)piperazin-2-one